2-((3-bromo-1-methyl-1H-pyrazol-4-yl)methyl)-6-(piperidin-4-yl)imidazo[1,2-a]pyridine BrC1=NN(C=C1CC=1N=C2N(C=C(C=C2)C2CCNCC2)C1)C